N,N'-bis[2-(1H-imidazol-4-yl)ethyl]hexanediamide N1C=NC(=C1)CCNC(CCCCC(=O)NCCC=1N=CNC1)=O